C=C1SC=CC1C1C(N(C(C1)=O)CCCCCCC(=O)[O-])=O (E)-7-(3-(2-methylenethienyl)-2,5-dioxopyrrolidinyl)heptanoate